CN1CCN(CC1)C(=O)C=1C=C2C(=NC1)NC=C2C2=CC=C1C(CC3(CCNCC3)OC1=C2)=O 7-(5-(4-methylpiperazine-1-carbonyl)-1H-pyrrolo[2,3-b]pyridin-3-yl)spiro[chromane-2,4'-piperidin]-4-one